C(C)(=O)C=1C(OC2=C(C1N1CCOCC1)C=CC(=C2)NC2=NC=CC(=N2)C2=CC=C1C=CN=CC1=C2)=O 3-acetyl-7-((4-(isoquinolin-7-yl)pyrimidin-2-yl)amino)-4-morpholino-2H-benzopyran-2-one